methyl 1-(4-(((2-(2,6-dioxopiperidin-3-yl)-1-oxoisoindolin-4-yl)oxy)methyl)benzyl)pyrrolidin-3-carboxylate O=C1NC(CCC1N1C(C2=CC=CC(=C2C1)OCC1=CC=C(CN2CC(CC2)C(=O)OC)C=C1)=O)=O